FC1(CCN(CC1)C(=O)C=1C=NC(=CC1)N1N=CC2=CC(=CC=C12)N1CCOCC1)F (4,4-difluoropiperidin-1-yl)(6-(5-morpholino-1H-indazol-1-yl)pyridin-3-yl)methanone